6-bromo-5-methoxypyridin-2-ol BrC1=C(C=CC(=N1)O)OC